2-(6-Bromopyridin-2-yl)-5-methyl-1,3,4-oxadiazole BrC1=CC=CC(=N1)C=1OC(=NN1)C